alpha-(2,4-Disulfophenyl)-N-Tert-butyl-nitrone Disodium Salt [Na+].[Na+].S(=O)(=O)([O-])C1=C(C=CC(=C1)S(=O)(=O)[O-])C=[N+]([O-])C(C)(C)C